ClC1=CC(=C2C(=CNC2=C1Cl)C=1C=NN(C1)C(=O)OC(C)(C)C)NC(C(CO)O)=O tert-Butyl 4-[6,7-dichloro-4-(2,3-dihydroxypropanoyl amino)-1H-indol-3-yl]pyrazole-1-carboxylate